2-(6-Morpholinopyrimidin-4-yl)-N-phenyl-2-azaspiro[3.3]heptan-6-amine O1CCN(CC1)C1=CC(=NC=N1)N1CC2(C1)CC(C2)NC2=CC=CC=C2